(E)-7-(4-chloro-2-fluoro-phenyl)-3-ethyl-N-methyl-5-[(2S,6R)-2-(1-cyclopropylpyrazol-4-yl)-6-methyl-morpholin-4-yl]thiazolo[4,5-d]pyrimidin-2-imine ClC1=CC(=C(C=C1)C=1C2=C(N=C(N1)N1C[C@@H](O[C@@H](C1)C)C=1C=NN(C1)C1CC1)N(/C(/S2)=N\C)CC)F